(1R,2S,5S)-3-((S)-2-acetamido-3,3-dimethylbutyryl)-N-((R)-cyano(isoquinolin-4-yl)methyl)-6,6-dimethyl-3-azabicyclo[3.1.0]hexane-2-carboxamide C(C)(=O)N[C@H](C(=O)N1[C@@H]([C@H]2C([C@H]2C1)(C)C)C(=O)N[C@H](C1=CN=CC2=CC=CC=C12)C#N)C(C)(C)C